methacrylic acid 3-sulfopropyl-potassium salt S(=O)(=O)(O)CCC[K].C(C(=C)C)(=O)O